O(C1=CC=CC=C1)C1=NC2=C(N1)C=CC=C2 2-phenoxy-1H-benzo[d]imidazole